CN(CCOC1=C(C=C(C(=O)OC)C=C1)C(F)(F)F)C methyl 4-[2-(dimethylamino)ethoxy]-3-(trifluoromethyl)benzoate